2-(2,6-dioxopiperidin-3-yl)-6-fluoro-1,3-dioxoisoindolin O=C1NC(CCC1N1C(C2=CC(=CC=C2C1=O)F)=O)=O